5-(chloromethyl)-3-(8,8,8-trifluorooctyl)-1,2,4-oxadiazole ClCC1=NC(=NO1)CCCCCCCC(F)(F)F